C(C)S(=O)(=O)N ethane-sulfonamide